tetrabutyl-ammonium bis(trifluoromethanesulfonyl)imide salt [N-](S(=O)(=O)C(F)(F)F)S(=O)(=O)C(F)(F)F.C(CCC)[N+](CCCC)(CCCC)CCCC